sulfosuccinimidyl 6-(4'-azido-2-nitrophenylamino)hexanoate N(=[N+]=[N-])C1=CC(=C(C=C1)NCCCCCC(=O)ON1C(C(CC1=O)S(=O)(=O)O)=O)[N+](=O)[O-]